CC=1C(=NOC1C)NS(=O)(=O)C=1C(=CC=CC1)C1=C(C=C(C=C1)CN1C(=NC2=C1C=C(C=C2C)C2=NC1=C(N2C)C=CC=C1)CC)COCC N-(4,5-dimethylisoxazol-3-yl)-2'-(ethoxymethyl)-4'-((2'-ethyl-1,7'-dimethyl-1H,3'H-[2,5'-bibenzo[d]imidazol]-3'-yl)methyl)-[1,1'-biphenyl]-2-sulfonamide